(2S,4R)-1-(2-(3-acetyl-6-methyl-5-(2-methylpyrimidin-5-yl)-1H-indazol-1-yl)acetyl)-N-(6-bromopyridin-2-yl)-4-fluoropyrrolidine-2-carboxamide C(C)(=O)C1=NN(C2=CC(=C(C=C12)C=1C=NC(=NC1)C)C)CC(=O)N1[C@@H](C[C@H](C1)F)C(=O)NC1=NC(=CC=C1)Br